tris[[2-(tert-butoxycarbonyl)ethoxy]methyl]methylamine C(C)(C)(C)OC(=O)CCOCC(N)(COCCC(=O)OC(C)(C)C)COCCC(=O)OC(C)(C)C